[Si](C)(C)(C(C)(C)C)O[C@@H]([C@H](CC=1SC=2C(N1)=C(C=C(C2)OCC)C(=O)OCC)OC2CCCC2)C2=CC(=C(C=C2)C)OC ethyl 2-[(2S,3R)-3-[tert-butyl(dimethyl)silyl]oxy-2-(cyclopentoxy)-3-(3-methoxy-4-methyl-phenyl)propyl]-6-ethoxy-1,3-benzothiazole-4-carboxylate